3-azido-1-propyl 3,4,6-tri-O-benzyl-alpha-D-mannopyranoside C(C1=CC=CC=C1)O[C@@H]1[C@@H]([C@@H](OCCCN=[N+]=[N-])O[C@@H]([C@H]1OCC1=CC=CC=C1)COCC1=CC=CC=C1)O